2-(2-(4-(4-(5-cyano-1H-indol-3-yl)butyl)piperazin-1-yl)pyrimidin-5-yl)-4-methylthiazole-5-formamide C(#N)C=1C=C2C(=CNC2=CC1)CCCCN1CCN(CC1)C1=NC=C(C=N1)C=1SC(=C(N1)C)C(=O)N